tert-butyl N-(4-chloro-1-ethyl-3-formyl-cyclohex-3-en-1-yl)-N-methyl-carbamate ClC1=C(CC(CC1)(CC)N(C(OC(C)(C)C)=O)C)C=O